NC1=NN(C(=C1)C)C=1C=NCN(C1)C1CC2=CC=CC=C2C1 5-(3-amino-5-methyl-1H-pyrazol-1-yl)-N-(2,3-dihydro-1H-inden-2-yl)pyrimidin